(3aR,6aS)-5-((3-amino-4-methoxybenzo[d]isoxazol-6-yl)methyl)hexahydropyrrolo[3,4-c]pyrrole-2(1H)-carboxylic acid tert-butyl ester C(C)(C)(C)OC(=O)N1C[C@@H]2CN(C[C@@H]2C1)CC1=CC2=C(C(=NO2)N)C(=C1)OC